ClC1=C(C=C(C=C1)NC(=O)[C@@H]1C([C@H]1C1=CC(=CC(=C1)Cl)Cl)(Cl)Cl)NC(C1=C(C=C(C=C1)[N+](=O)[O-])C)=O |r| trans-rac-N-(2-Chloro-5-(2,2-dichloro-3-(3,5-dichlorophenyl)cyclopropane-1-carboxamido)phenyl)-2-methyl-4-nitrobenzamide